2-{[(2S)-1-(dimethylamino)propan-2-yl]oxy}-5-fluoro-N-(2-methylphenyl)-4-(3-oxo-5,6,7,8-tetrahydro[1,2,4]triazolo[4,3-a]pyridin-2(3H)-yl)benzamide CN(C[C@H](C)OC1=C(C(=O)NC2=C(C=CC=C2)C)C=C(C(=C1)N1N=C2N(CCCC2)C1=O)F)C